CC([C@@H](CC1=NC2=CC=CC=C2C=C1)NC(C)=O)C (R)-N-(3-methyl-1-(quinolin-2-yl)butan-2-yl)acetamide